Tert-butyl (6-(((3-((6-chloro-3-((methyl-d3)carbamoyl)pyridazin-4-yl)amino)-5-(1-cyclopropyl-1H-1,2,4-triazol-3-yl)-4-methoxybenzyl)oxy)methyl)-5-fluoropyridin-2-yl)carbamate ClC1=CC(=C(N=N1)C(NC([2H])([2H])[2H])=O)NC=1C=C(COCC2=C(C=CC(=N2)NC(OC(C)(C)C)=O)F)C=C(C1OC)C1=NN(C=N1)C1CC1